C(C(C)C)NC(NCC(C)C)[SiH3] Bis(isobutylamino)methylsilan